N-(6-(4-(3-ethyl-4-hydroxytetrahydrofuran-3-yl)piperazin-1-yl)-7-methylisoquinolin-3-yl)-6-oxaspiro[2.5]octane-1-carboxamide C(C)C1(COCC1O)N1CCN(CC1)C=1C=C2C=C(N=CC2=CC1C)NC(=O)C1CC12CCOCC2